4-Hydroxy-1-(5-{7-[{[1-(methoxymethyl)cyclobutyl]methyl}(methyl)amino]-5-[3-(trifluoromethyl)phenyl]-1H-imidazo[4,5-b]pyridin-2-yl}pyrazin-2-yl)piperidin OC1CCN(CC1)C1=NC=C(N=C1)C=1NC=2C(=NC(=CC2N(C)CC2(CCC2)COC)C2=CC(=CC=C2)C(F)(F)F)N1